C(C)(C)(C)OC(=O)N1CC(=CC1)C1=CC=2N(C(=C1)C1=C(C=C(C=C1)F)C(N(C(C)C)CC)=O)C(=NC2)C 3-(5-{2-[ethyl(isopropyl)carbamoyl]-4-fluorophenyl}-3-methylimidazo[1,5-a]pyridin-7-yl)-2,5-dihydro-1H-pyrrole-1-carboxylic acid tert-butyl ester